6-chloro-7-fluoro-2-(5-fluoro-4H-1,2,4-triazol-3-yl)-3-(1H-imidazol-1-yl)-5-methoxy-1H-indole ClC1=C(C=C2C(=C(NC2=C1F)C1=NN=C(N1)F)N1C=NC=C1)OC